(S)-(3-((7-(5-methyl-1,2,4-oxadiazol-3-yl)isoquinolin-1-yl)amino)pyrrolidin-1-yl)(1-methyl-5-phenyl-1H-pyrazol-3-yl)methanone CC1=NC(=NO1)C1=CC=C2C=CN=C(C2=C1)N[C@@H]1CN(CC1)C(=O)C1=NN(C(=C1)C1=CC=CC=C1)C